(1RS,3RS)-5'-Bromo-4'-chloro-1'-(4-methoxybenzyl)-1',2'-dihydrospiro[cyclopentane-1,3'-pyrrolo[2,3-b]pyridin]-3-yl benzoate C(C1=CC=CC=C1)(=O)O[C@H]1C[C@]2(CN(C3=NC=C(C(=C32)Cl)Br)CC3=CC=C(C=C3)OC)CC1 |r|